2-hydroxy-6-(3,5-dimethoxybenzylamino)purine (R)-1-(2-methoxypyridin-3-yl)ethyl-(1-methyl-4-(6-methyl-5-(methylsulfonamido)pyridin-2-yl)-1H-1,2,3-triazol-5-yl)carbamate COC1=NC=CC=C1[C@@H](C)N(C(O)=O)C1=C(N=NN1C)C1=NC(=C(C=C1)NS(=O)(=O)C)C.OC1=NC(=C2NC=NC2=N1)NCC1=CC(=CC(=C1)OC)OC